2-((1-(1-(2,6-dichlorophenyl)ethyl)-1H-pyrazol-4-yl)ethynyl)-5-(furan-2-yl)-1,3,4-thiadiazole ClC1=C(C(=CC=C1)Cl)C(C)N1N=CC(=C1)C#CC=1SC(=NN1)C=1OC=CC1